(7aS,8R)-2-chloro-4-(difluoromethyl)-8-(piperazin-1-yl)-5,6,7,7a,8,9-hexahydroazeto[1,2-a]pyrido[3,4-f]azepin-6-ol ClC1=CC2=C(CC(C[C@@H]3N2C[C@H]3N3CCNCC3)O)C(=N1)C(F)F